CC=1C(=NN2C1C(NC(=C2)C2=CC(=C(C=C2)C)F)=O)C(=O)O 3-Methyl-6-[3-fluoro-4-methylphenyl]-4-oxo-4,5-dihydropyrazolo[1,5-a]pyrazine-2-carboxylic acid